(2S,3R,4S,5R)-4-[[3-[2-(Difluoromethoxy)-3,4-difluorophenyl]-4,5-dimethyl-5-(trifluoromethyl)tetrahydrofuran-2-carbonyl]amino]-5-methyl-pyridin-2-carboxamid FC(OC1=C(C=CC(=C1F)F)[C@@H]1[C@H](O[C@]([C@H]1C)(C(F)(F)F)C)C(=O)NC1=CC(=NC=C1C)C(=O)N)F